5-Bromo-6-chloro-pyridine-2,3-diamine BrC=1C=C(C(=NC1Cl)N)N